N1N=CC(=C1)C(C)OC=1C=C2C=CN=C(C2=CC1)NC=1C=NC(=CC1)Cl 6-(1-(1H-pyrazol-4-yl)ethoxy)-N-(6-chloropyridin-3-yl)isoquinolin-1-amine